(±)-trans-N-(isoquinolin-3-yl)-4-phenylpyrrolidine-3-carboxamide bisHydrochloride salt Cl.Cl.C1=NC(=CC2=CC=CC=C12)NC(=O)[C@@H]1CNC[C@H]1C1=CC=CC=C1 |r|